ClC=1C=C2CCC[C@@]3(C2=CC1)COC1=C(N(C3)C[C@H]3[C@@H](CC3)C=O)C=C(C=C1)S(=O)(=O)N(CC1=CC=C(C=C1)OC)CC1=CC=C(C=C1)OC (3S)-6'-chloro-N,N-bis[(4-methoxyphenyl)methyl]-5-[[(1R,2R)-2-formylcyclobutyl]methyl]spiro[2,4-dihydro-1,5-benzoxazepine-3,1'-tetralin]-7-sulfonamide